C(C)S(=O)(=O)C1=CC=C(C=C1)[C@H](CO)NC(=O)C1=CN=CN1C N-((R)-1-(4-(ethylsulfonyl)phenyl)-2-hydroxyethyl)-1-methyl-1H-imidazole-5-carboxamide